O=C(CC)NS(=O)(=O)C(C)C 1-oxo-1-(propane-2-sulfonamido)propan